tert-butyl 3-fluoropyrrolidine-1-carboxylate FC1CN(CC1)C(=O)OC(C)(C)C